NCCNC(=O)C=1C=C2C(C3=NC4=CC(=CC=C4C(N3C2=CC1)=O)Cl)=O N-(2-aminoethyl)-3-chloro-6,12-dioxoindolo[2,1-b]quinazoline-8-carboxamide